2-bromo-5-(cyclobutylmethoxy)benzoic acid BrC1=C(C(=O)O)C=C(C=C1)OCC1CCC1